CC(C1=NC=C(S1)C(=O)NC2=NC=C(C(=C2)C(F)(F)F)Cl)NC(=O)C3=C(C(=NC=N3)N)Cl 2-[(1R)-1-[(6-amino-5-chloropyrimidine-4-carbonyl)amino]ethyl]-N-[5-chloro-4-(trifluoromethyl)pyridin-2-yl]-1,3-thiazole-5-carboxamide